FC1=C(C=CC(=C1)C1=NN(C=N1)C1=NC=C(C=C1)C(F)(F)F)NC(=O)\N=C\1/SCC(N1C1=C(C=CC(=C1)C)CCC)=O (Z)-1-(2-fluoro-4-(1-(5-(trifluoromethyl)pyridin-2-yl)-1H-1,2,4-triazol-3-yl)phenyl)-3-(3-(5-methyl-2-propylphenyl)-4-oxothiazolidin-2-ylidene)urea